CCCCCCCCC(C)C(=O)N decane-9-carboxamide